3-[(3R)-3-({6,7-dimethoxy-1H,2H,3H-cyclopenta[b]quinolin-9-yl}amino)azepan-1-yl]propanenitrile COC=1C(=CC=2C(=C3C(=NC2C1)CCC3)N[C@H]3CN(CCCC3)CCC#N)OC